C1(=CC=CC=C1)S(=O)(=O)CCC(=O)C1=CC=C(C#N)C=C1 4-(3-(phenylsulfonyl)propanoyl)benzonitrile